ClC1=CC=C(C=C1)[C@H]1C[C@@H](CC1)N1C(OC=N1)=O 3-[(1R,3R)-3-(4-chlorophenyl)cyclopentyl]-1,3,4-oxadiazol-2-one